C1(CC1)[C@@]1(NC(NC1=O)=O)CNC(=O)C1=NN(N=C1)C1=NC=CN=C1 N-{[(4R)-4-cyclopropyl-2,5-dioxoimidazolidin-4-yl]methyl}-2-(pyrazin-2-yl)-2H-1,2,3-triazole-4-carboxamide